CC1(CCC1)NCC1=CC(=C2CNC(C2=C1)=O)C(F)(F)F 6-(((1-methyl-cyclobutyl)amino)methyl)-4-(trifluoromethyl)isoindolin-1-one